(2-fluorophenyl)boric acid FC1=C(C=CC=C1)OB(O)O